C(#N)C1=CC(=C(C=C1)[C@@H]1C(=C(NC2=C(C=NC(=C12)OCC)C)C)C(=O)OCCOC)OC 2-methoxyethyl (4S)-4-(4-cyano-2-methoxyphenyl)-5-ethoxy-2,8-dimethyl-1,4-dihydro-1,6-naphthyridine-3-carboxylate